(S)-3-(4-((difluoromethyl)sulfonamido)-3-(1-(4-fluorophenyl)ethoxy)phenyl)-5-((4-(tetrahydro-2H-pyran-4-yl)pyridin-2-yl)amino)-1H-pyrazole-4-carboxamide FC(S(=O)(=O)NC1=C(C=C(C=C1)C1=NNC(=C1C(=O)N)NC1=NC=CC(=C1)C1CCOCC1)O[C@@H](C)C1=CC=C(C=C1)F)F